N3,N4-bis((1S,2R)-2-phenylcyclopropyl)pyrrolidine-3,4-dicarboxamide C1(=CC=CC=C1)[C@@H]1[C@H](C1)NC(=O)C1CNCC1C(=O)N[C@@H]1[C@H](C1)C1=CC=CC=C1